1-(2,2,3,3,3-pentafluoropropyl)pyrazolo[3,4-c]pyridine-5-carboxylic acid FC(CN1N=CC=2C1=CN=C(C2)C(=O)O)(C(F)(F)F)F